3-{4-[(4-chloro-3-methylphenyl)sulfamoyl]phenyl}-1-(pyridin-3-ylmethyl)urea ClC1=C(C=C(C=C1)NS(=O)(=O)C1=CC=C(C=C1)NC(NCC=1C=NC=CC1)=O)C